(1S,2R,3S,4R,5S)-4-(6-Amino-2-chloro-9H-purin-9-yl)-2,3-dihydroxy-N,N-bis(2-methoxyethyl)bicyclo[3.1.0]hexane-1-carboxamide NC1=C2N=CN(C2=NC(=N1)Cl)[C@H]1[C@@H]([C@@H]([C@@]2(C[C@H]12)C(=O)N(CCOC)CCOC)O)O